(4-(6-(3,3-difluoropyrrolidin-1-yl)pyrrolo[2,1-f][1,2,4]triazin-4-yl)-2-methylphenyl)methanamine hydrochloride Cl.FC1(CN(CC1)C=1C=C2C(=NC=NN2C1)C1=CC(=C(C=C1)CN)C)F